γ,γ-dihydroxyisoleucine OC([C@@H]([C@H](N)C(=O)O)C)(C)O